pyridine-3-sulfonic acid benzyl-methyl-amide C(C1=CC=CC=C1)N(S(=O)(=O)C=1C=NC=CC1)C